methyl-L-iduronate COC([C@@H]([C@H]([C@@H]([C@H](C=O)O)O)O)O)=O